N(=[N+]=[N-])CC=1OC2=C(C1)C(=CC(=C2)Br)Cl 2-(azidomethyl)-6-bromo-4-chlorobenzofuran